tert-butyl 4-((4-chloro-5-((3-fluoro-5-(phenylethynyl)pyridin-2-yl)carbamoyl)-1H-pyrazol-1-yl)methyl)-3-methylpiperidine-1-carboxylate ClC=1C=NN(C1C(NC1=NC=C(C=C1F)C#CC1=CC=CC=C1)=O)CC1C(CN(CC1)C(=O)OC(C)(C)C)C